2,6-dimethoxybenzoyl-benzyl-octyl-phosphine oxide COC1=C(C(=O)P(CCCCCCCC)(CC2=CC=CC=C2)=O)C(=CC=C1)OC